N-(2-methoxy-5-methylphenyl)-N'-4H-1,2,4-triazol-4-ylurea COC1=C(C=C(C=C1)C)NC(=O)NN1C=NN=C1